CN(C)B dimethylaminoborane